5-bromo-2-(3,4-dichlorophenyl)-1-ethyl-6-oxo-pyridine-3-carboxylic acid BrC1=CC(=C(N(C1=O)CC)C1=CC(=C(C=C1)Cl)Cl)C(=O)O